2-((4-chlorophenyl)(methyl)amino)malononitrile ClC1=CC=C(C=C1)N(C(C#N)C#N)C